(E)-3-(7-(5-chloro-6-oxo-1,6-dihydropyridazin-4-yl)-5,6,7,8-tetrahydro-[1,2,4]triazolo[4,3-a]pyrazin-3-yl)-3-(4-fluoro-2-(trifluoromethyl)phenyl)acrylonitrile ClC1=C(C=NNC1=O)N1CC=2N(CC1)C(=NN2)/C(=C/C#N)/C2=C(C=C(C=C2)F)C(F)(F)F